5,7-diethyl-3,4-dihydro-1,6-naphthyridin-2(1H)-one C(C)C1=C2CCC(NC2=CC(=N1)CC)=O